p-anisyl-acetophenone C(C1=CC=C(C=C1)OC)CC(=O)C1=CC=CC=C1